Dibutyl 9,9'-((4-(2-(4-(2-((4-(bis(2-hydroxy-7-isopropoxy-7-oxoheptyl)amino)butyl)disulfaneyl)ethyl)piperazin-1-yl)ethoxy)-4-oxobutyl)azanediyl)bis(8-hydroxynonanoate) OC(CN(CCCCSSCCN1CCN(CC1)CCOC(CCCN(CC(CCCCCCC(=O)OCCCC)O)CC(CCCCCCC(=O)OCCCC)O)=O)CC(CCCCC(OC(C)C)=O)O)CCCCC(=O)OC(C)C